NC1CCC(CC1)NC1=NC=CC(=N1)C=1C=NC=CC1OC1=C(C=C(C=C1)NS(=O)(=O)C1=C(C=CC=C1)F)F N-[4-[[3-[2-[(1r,4r)-(4-Aminocyclohexyl)amino]pyrimidin-4-yl]-4-pyridyl]oxy]-3-fluorophenyl]2-fluorobenzenesulfonamide